(2S,3S,5S,6S,7S,8S)-4-((S*)-6-(2-chloro-4-fluorophenyl)-5-(ethoxycarbonyl)-2-(thiazol-2-yl)-3,6-dihydropyrimidin-4-yl)cubane-1-carboxylic Acid ClC1=C(C=CC(=C1)F)[C@@H]1C(=C(NC(=N1)C=1SC=CN1)C12C3C4C5(C(C14)C2C53)C(=O)O)C(=O)OCC